FC1=C2C(=CN=C1C(F)(F)F)NC(=C2)C(=O)O 4-fluoro-5-(trifluoromethyl)-1H-pyrrolo[2,3-c]Pyridine-2-carboxylic acid